CN(C1CCNCC1)C 4-dimethylaminopiperidine